C1(CC1)C=1C=CC(=C(C#N)C1)B1OC(C(O1)(C)C)(C)C 5-cyclopropyl-2-(4,4,5,5-tetramethyl-1,3,2-dioxaborolan-2-yl)benzonitrile